BrC=1C(=C(C(=O)NC=2C=C3C(=NNC3=CC2)C2=CN=CO2)C(=CC1)C)OC 3-Bromo-2-methoxy-6-methyl-N-(3-(oxazol-5-yl)-1H-indazol-5-yl)benzamide